O[C@H]1C[C@@H](N(C1)C(=O)OC(C)(C)C)C(=O)OCC1=CC=CC=C1 (2R,4S)-2-benzyl 1-tert-butyl 4-hydroxypyrrolidine-1,2-dicarboxylate